6-N-[(1-aminocyclopentyl)methyl]-1-methyl-4-N-[4-(trifluoromethoxy)phenyl]pyrazolo[3,4-d]pyrimidine-4,6-diamine NC1(CCCC1)CNC1=NC(=C2C(=N1)N(N=C2)C)NC2=CC=C(C=C2)OC(F)(F)F